CC1=CN(C(=O)NC1=O)[C@H]2C[C@@H]([C@H](O2)COP(=O)(O)O[C@H]3C[C@@H](O[C@@H]3CO)N4C=CC(=NC4=O)N)OP(=O)(O)OC[C@@H]5[C@H](C[C@@H](O5)N6C=NC7=C6N=C(NC7=O)N)OP(=O)(O)OC[C@@H]8[C@H](C[C@@H](O8)N9C=CC(=NC9=O)N)OP(=O)(O)OC[C@@H]1[C@H](C[C@@H](O1)N1C=CC(=NC1=O)N)OP(=O)(O)OC[C@@H]1[C@H](C[C@@H](O1)N1C=C(C(=O)NC1=O)C)OP(=O)(O)OC[C@@H]1[C@H](C[C@@H](O1)N1C=C(C(=O)NC1=O)C)OP(=O)(O)OC[C@@H]1[C@H](C[C@@H](O1)N1C=CC(=NC1=O)N)OP(=O)(O)OC[C@@H]1[C@H](C[C@@H](O1)N1C=NC2=C(N=CN=C21)N)OP(=O)(O)OC[C@@H]1[C@H](C[C@@H](O1)N1C=NC2=C1N=C(NC2=O)N)O The molecule is a single-stranded DNA fragment comprised of one deoxyadenosine, four deoxycytidine, three thymidine and two deoxyguanidine residues connected by 3'->5' phosphodiester linkages in the sequence CTGCCTTCAG. It can exist as a hairpin structure, 5'-d [CTG(CCTT)CAG]-3', consisting of a four-nucleotide loop (CCTT) with a stem of three base-pairs, C-G, T-A and G-C.